COC1=C(C=C2C=NC(=NC2=C1)C)O[C@@H]1COCC1 7-methoxy-2-methyl-6-(((S)-tetrahydrofuran-3-yl)oxy)quinazolin